BrC1=C(N=C(C=2N1N=CC2)N2CCC1(CC2)[C@@H](C2=CC(=CC=C2C1)F)NC(OC(C)(C)C)=O)C tert-butyl N-[(1S)-1'-(7-bromo-6-methyl-pyrazolo[1,5-a]pyrazin-4-yl)-6-fluoro-spiro[indane-2,4'-piperidine]-1-yl]carbamate